BrC1=C(C(=O)OC)C=CC=N1 methyl 2-bromonicotinate